2'-chloro-3'-fluoro-5'-methoxy-6-methyl-N-(thiazolo[5,4-b]pyridin-2-yl)-[4,4'-bipyridine]-3-carboxamide ClC1=NC=C(C(=C1F)C1=C(C=NC(=C1)C)C(=O)NC=1SC2=NC=CC=C2N1)OC